(R)-1-methyl-N-(1-methylcyclopropyl)-4-(oxetan-3-ylmethyl)-5-oxo-1,2,4,5-tetrahydroimidazo-[1,2-a]quinazoline-7-sulfonamide C[C@@H]1CN=C2N1C1=CC=C(C=C1C(N2CC2COC2)=O)S(=O)(=O)NC2(CC2)C